tert-butyl 6-(4-((4-chloro-3-fluorophenyl)amino)pyrido[3,2-d]pyrimidin-6-yl)-1,6-diazaspiro[3.3]heptane-1-carboxylate ClC1=C(C=C(C=C1)NC=1C2=C(N=CN1)C=CC(=N2)N2CC1(CCN1C(=O)OC(C)(C)C)C2)F